[N+](=O)([O-])C1=CC(=[N+](C=C1)[O-])S(N)(=O)=O 4-nitro-2-sulfamoylpyridine 1-oxide